N-(cis-3-methoxycyclobutyl)-5-(quinolin-6-yl)-7H-pyrrolo[2,3-d]pyrimidin-2-amine CO[C@H]1C[C@H](C1)NC=1N=CC2=C(N1)NC=C2C=2C=C1C=CC=NC1=CC2